(20S)-21-formyl-20-methyl-pregn-4-en-3-one C(=O)C[C@@H]([C@H]1CC[C@H]2[C@@H]3CCC4=CC(CC[C@]4(C)[C@H]3CC[C@]12C)=O)C